C(C)[N+](S(=O)(=O)NC(OC)=O)(CC)CC Methyl N-(triethylammoniosulfonyl)carbamate